C(C1=CC=CC=C1)(C1=CC=CC=C1)N1CCC(CC1)N1CC2=CC=C(C=C2CC1)Br 2-(1-benzhydryl-piperidin-4-yl)-6-bromo-1,2,3,4-tetrahydroisoquinoline